FC1=C(C(=C(C(=C1OC(C1=CC=C(C=C1)OC)=O)F)F)F)F 4-methoxybenzoic acid pentafluorophenyl ester